7-iodo-2,3-dihydro-5H-thieno[3,2-e][1,4]dithiepine 1,1,4,4-tetraoxide IC1=CC=2S(CCS(CC2S1)(=O)=O)(=O)=O